CC(CCC(=O)OC)(CC)C methyl 4,4-dimethylhexanoate